C1=CC=NC(=C1)C([N+](=O)[O-])[N+](=O)[O-] dinitromethylpyridine